[Pt].[Ga] gallium-platinum